5-(3,5-difluorobenzyl)indolin-2-one FC=1C=C(CC=2C=C3CC(NC3=CC2)=O)C=C(C1)F